3,3'-((((3-(2-carboxy-2-(pyrrolidin-3-yl)ethyl)benzyl)azanediyl)bis(methylene))bis(1H-benzo[d]imidazole-2,5-diyl))bis(2-(pyrrolidin-3-yl)propanoic acid) C(=O)(O)C(CC=1C=C(CN(CC2=NC3=C(N2)C=CC(=C3)CC(C(=O)O)C3CNCC3)CC3=NC2=C(N3)C=CC(=C2)CC(C(=O)O)C2CNCC2)C=CC1)C1CNCC1